amino-2-[1-methyl-3-(trifluoromethyl)-1H-pyrazol-5-yl]benzenesulfonamide NC=1C(=C(C=CC1)S(=O)(=O)N)C1=CC(=NN1C)C(F)(F)F